CC1=NN=C2N1C1=C(C=NC2)C=CC=C1 methyl-4H-[1,2,4]Triazolo[4,3-a][1,4]Benzodiazepine